OC1=C(C=C(C=C1)CC#N)[N+](=O)[O-] 2-(4-Hydroxy-3-nitrophenyl)acetonitrile